S(=O)(=O)(O)C1C(=O)N(C(C1)=O)SC(CC)=S dithiopropionic acid sulfosuccinimidyl ester